CNC(CO)CCCCC 2-methylamino-heptanol